(+)-β-Cedrene C[C@@H]1CC[C@@H]2[C@]13CCC(=C)[C@H](C3)C2(C)C